OC=1C=C(C=2OC3=CC=CC=C3C(C2)=O)C=CC1 3'-hydroxyflavone